C(C)C(CN([C@@H](C)C(=O)O)P(=O)(OC1=CC=C(C=C1)[N+](=O)[O-])N[C@H](C(=O)OC)C)CC.ClC1=NC(=CC=C1)NN(C)C 2-chloro-6-(2,2-dimethylhydrazino)pyridine 2-Ethylbutyl-((((S)-1-methoxy-1-oxopropan-2-yl)amino)(4-nitrophenoxy)phosphoryl)-L-alaninate